3-(1,4-Dimethyl-1H-benzotriazol-5-yl)-3-[7-(hydroxymethyl)-2,3-dihydro-1H-inden-5-yl]propionic acid tert-butyl ester C(C)(C)(C)OC(CC(C=1C=C2CCCC2=C(C1)CO)C1=C(C2=C(N(N=N2)C)C=C1)C)=O